CC1=C(C(=O)OC)C=C(C=C1C(F)(F)F)B1OC(C(O1)(C)C)(C)C Methyl 2-methyl-5-(4,4,5,5-tetramethyl-1,3,2-dioxaborolan-2-yl)-3-(trifluoromethyl)benzoate